N-(5-(2-(dimethylamino)vinyl)-1,2,4-triazin-3-yl)tertiarypentylamide CN(C=CC=1N=C(N=NC1)[N-]C(C)(C)CC)C